2-(2-cyclopropyl-4-fluoro-6-isopropylphenyl)-N-(4-((dimethylamino)methyl)-2-fluorophenylsulfonimidoyl)acetamide C1(CC1)C1=C(C(=CC(=C1)F)C(C)C)CC(=O)NS(=O)(=N)C1=C(C=C(C=C1)CN(C)C)F